(3,5-dichloro-4-((1-isopropyl-6-oxo-1,6-dihydropyridin-3-yl)oxy)phenyl)-5-oxo-4,5-dihydro-1,2,4-oxadiazole-3-carboxamide ClC=1C=C(C=C(C1OC1=CN(C(C=C1)=O)C(C)C)Cl)N1C(=NOC1=O)C(=O)N